(R)-N-[(3R)-1'-(5-bromopyrazin-2-yl)-7-fluoro-3H-spiro[1-benzofuran-2,4'-piperidin]-3-yl]-2-methylpropane-2-sulfinamide BrC=1N=CC(=NC1)N1CCC2(CC1)OC1=C([C@H]2N[S@](=O)C(C)(C)C)C=CC=C1F